2-(2,4,6-triphenoxyphenyl)thienothienyl-5,6-diphenoxy-2,1,3-benzothiadiazole O(C1=CC=CC=C1)C1=C(C(=CC(=C1)OC1=CC=CC=C1)OC1=CC=CC=C1)C1=C(C2=C(C=CS2)S1)C1=C(C(=CC2=NSN=C21)OC2=CC=CC=C2)OC2=CC=CC=C2